6-(4-((3-(hydroxymethyl-d2)-5-(4-methyl-1-oxo-1,3-dihydroisobenzofuran-5-yl)piperazin-1-yl)methyl)-1H-pyrazol-1-yl)-4-methylnicotinonitrile OC(C1CN(CC(N1)C=1C(=C2COC(C2=CC1)=O)C)CC=1C=NN(C1)C1=NC=C(C#N)C(=C1)C)([2H])[2H]